N1(CCCCC1)C=1C=C(C=CC1)S(=O)(=O)NN 3-(piperidin-1-yl)benzenesulfonohydrazide